CN(C1=CC=C(C=C1)C=1N=C(C=2C=CC=NC2C1)NCC=1OC=CC1)C 7-[4-(dimethylamino)phenyl]-N-(2-furanylmethyl)-1,6-naphthyridine-5-amine